Perfluoroamyl-acetic acid-N,N-dibutylaminopropyl ester C(CCC)N(CCCC)CCCOC(C(C(C(C(C(C(F)(F)F)(F)F)(F)F)(F)F)(F)F)(F)F)=O